2-[4-Chloro-5-[(5-isopropyl-6-oxo-1H-pyridazin-3-yl)oxy]bicyclo[4.2.0]octa-1(6),2,4-trien-2-yl]-3,5-dioxo-4H-1,2,4-triazine-6-carbonitrile ClC=1C=C(C=2CCC2C1OC1=NNC(C(=C1)C(C)C)=O)N1N=C(C(NC1=O)=O)C#N